C(C)OC1=CC=C(C=N1)C=NS(=O)C(C)(C)C N-[(6-ethoxypyridin-3-yl)methylidene]-2-methylpropane-2-sulfinamide